N-phenethyl-1-(3-fluoro-4-{6-methoxy-7-[3-(4-methyl-1-piperidinyl)propoxy]quinolin-4-yloxy}phenyl)-4-methyl-6-oxo-1,6-dihydropyridazine-3-carboxamide C(CC1=CC=CC=C1)NC(=O)C1=NN(C(C=C1C)=O)C1=CC(=C(C=C1)OC1=CC=NC2=CC(=C(C=C12)OC)OCCCN1CCC(CC1)C)F